NC1=NC(=CC(=N1)NC1=CC=C(C=C1)NC(C1=CC=C(C=C1)NC1=CC=NC2=CC=CC=C12)=O)C N-(4-((2-amino-6-methylpyrimidin-4-yl)amino)phenyl)-4-(quinolin-4-ylamino)benzamide